BrC1=C2C=CC3=CC=C(C4=CC=C(C=C1)C2=C43)C4=CC=C(OCCOC3OCCCC3)C=C4 2-(2-(4-(6-bromopyren-1-yl)phenoxy)ethoxy)tetrahydro-2H-pyran